(2S,4R)-4-fluoro-N-[(S)-phenyl[4-(propan-2-yl)phenyl]methyl]-1-[3-(pyridin-2-yl)propanoyl]pyrrolidine-2-carboxamide F[C@@H]1C[C@H](N(C1)C(CCC1=NC=CC=C1)=O)C(=O)N[C@H](C1=CC=C(C=C1)C(C)C)C1=CC=CC=C1